C(C)N1C(C(=CC1)C1=CC=2C(=NC=CC2NC=2C=CC3=C(N=CS3)C2F)S1)C N-(2-(1-ethyl-2-methyl-2,5-dihydro-1H-pyrrol-3-yl)thieno[2,3-b]pyridin-4-yl)-4-fluorobenzo[d]thiazol-5-amine